(1S,3R,4R)-4-(tert-butoxycarbonylamino)-3-[tert-butyl(dimethyl)silyl]oxy-4-methyl-cyclohexanecarboxylic acid C(C)(C)(C)OC(=O)N[C@]1([C@@H](C[C@H](CC1)C(=O)O)O[Si](C)(C)C(C)(C)C)C